((5-((4-chlorophenyl)difluoromethyl)-1,2,4-oxadiazol-3-yl)methyl)acrylic acid ClC1=CC=C(C=C1)C(C1=NC(=NO1)CC(C(=O)O)=C)(F)F